3-difluoromethyl-N-methoxy-1-methyl-N-((1S)-1-methyl-2-(2,4,6-trichlorophenyl)ethyl)pyrazol-4-carboxamide FC(C1=NN(C=C1C(=O)N([C@H](CC1=C(C=C(C=C1Cl)Cl)Cl)C)OC)C)F